(((1-(6-(6-(Difluoromethyl)imidazo[1,2-b]pyridazin-3-yl)pyrimidin-4-yl)-2-methylpiperidin-3-yl)methyl)imino)dimethyl-λ6-sulfanone FC(C=1C=CC=2N(N1)C(=CN2)C2=CC(=NC=N2)N2C(C(CCC2)CN=S(=O)(C)C)C)F